3-((S)-2-hydroxy-3-((R)-8-(4-methyl-3,4-dihydro-2H-pyrido[3,2-b][1,4]oxazin-7-ylsulfonyl)-1-oxa-8-azaspiro[4.5]decan-3-ylamino)propoxy)-N-methylbenzenesulfonamide O[C@H](COC=1C=C(C=CC1)S(=O)(=O)NC)CN[C@H]1COC2(C1)CCN(CC2)S(=O)(=O)C2=CC=1OCCN(C1N=C2)C